1,2-didecylhexaenoyl-sn-glycero-3-phosphocholine C(CCCCCCCCC)C(C(=C(CCC)C(OP(OC[C@@H](CO)O)(=O)[O-])C[N+](C)(C)C)CCCCCCCCCC)=O